3-hydroxynaphthalen OC=1C=CC2=CC=CC=C2C1